OC=1C=C(C=C(C1)O)\C=C\C1=CC=CC=C1 trans-3,5-dihydroxystilbene